N-((R)-4-methoxy-1-oxo-1-(((R)-4-phenyl-1-(4,4,5,5-tetramethyl-1,3,2-dioxaborolan-2-yl)butyl)amino)butan-2-yl)pyrazine-2-carboxamide Ethyl-3,4,5-trihydroxybenzoate C(C)OC(C1=CC(=C(C(=C1)O)O)O)=O.COCC[C@H](C(N[C@@H](CCCC1=CC=CC=C1)B1OC(C(O1)(C)C)(C)C)=O)NC(=O)C1=NC=CN=C1